1-(4-hexadecanoylpiperazin-1-yl)hexadecan-1-one C(CCCCCCCCCCCCCCC)(=O)N1CCN(CC1)C(CCCCCCCCCCCCCCC)=O